6-(7-chloro-8-fluoro-2-(((2R,7aS)-2-fluorotetrahydro-1H-pyrrolizin-7a(5H)-yl)methoxy-d2)pyrido[4,3-d]pyrimidin-4-yl)-8-fluoro-2-oxa-6-azabicyclo[5.1.0]octane ClC1=C(C=2N=C(N=C(C2C=N1)N1CCCOC2C(C12)F)OC([2H])([2H])[C@]12CCCN2C[C@@H](C1)F)F